C1(=CC=CC=C1)C(=O)F phenyl-carbonyl fluoride